6-((dimethylamino)methyl)-N-(5-fluoro-1-methyl-1H-benzo[d]imidazol-2-yl)benzo[d]oxazol-2-amine CN(C)CC1=CC2=C(N=C(O2)NC2=NC3=C(N2C)C=CC(=C3)F)C=C1